ClC1=C(C(N(C(N1CC#CC1=CC(=CC=C1)O)=O)C)=O)NC(CC1=CC=CC=C1)=O N-(6-chloro-1-(3-(3-hydroxyphenyl)prop-2-yn-1-yl)-3-methyl-2,4-dioxo-1,2,3,4-tetrahydropyrimidin-5-yl)-2-phenylacetamide